tert-butyl (S)-((4-nitro-3-((oxetan-2-ylmethyl)amino)phenyl)sulfonyl)carbamate [N+](=O)([O-])C1=C(C=C(C=C1)S(=O)(=O)NC(OC(C)(C)C)=O)NC[C@H]1OCC1